6-((1S,4S)-5-((1-(2,4-difluorophenyl)cyclopropyl)glycyl)-2,5-diazabicyclo[2.2.1]heptan-2-yl)nicotinonitrile FC1=C(C=CC(=C1)F)C1(CC1)NCC(=O)N1[C@@H]2CN([C@H](C1)C2)C2=NC=C(C#N)C=C2